rac-N-(6-amino-5-methyl-3-pyridyl)-2-[(2S,5R)-2-(1H-indazol-4-yl)-5-methyl-1-piperidyl]-2-oxo-acetamide NC1=C(C=C(C=N1)NC(C(=O)N1[C@@H](CC[C@H](C1)C)C1=C2C=NNC2=CC=C1)=O)C |r|